N-((2R)-1-(7-(1H-indazol-5-yl)-3,9-diazaspiro[5.5]undecan-3-yl)-3-methyl-1-oxobutan-2-yl)-2-fluoro-5-(trifluoromethyl)benzamide N1N=CC2=CC(=CC=C12)C1C2(CCN(CC2)C([C@@H](C(C)C)NC(C2=C(C=CC(=C2)C(F)(F)F)F)=O)=O)CCNC1